(S)-3-amino-2-isopropyl-propionic acid NC[C@@H](C(=O)O)C(C)C